2-(2-hydroxy-ethoxy)-ethyl oxo-phenylacetate O=C(C(=O)OCCOCCO)C1=CC=CC=C1